C(C)(C)(C)OC(=O)NCC(=O)OCC Ethyl (tert-butoxycarbonyl)glycinate